Tert-butyl (R)-3-((S)-1-(tert-butoxy)-3-(5-formylthiophen-3-yl)-1-oxopropan-2-yl)pyrrolidine-1-carboxylate C(C)(C)(C)OC([C@@H](CC1=CSC(=C1)C=O)[C@@H]1CN(CC1)C(=O)OC(C)(C)C)=O